C(CCCCCCCCCCCCCCCCC)(C(=O)[O-])C(=O)[O-].[NH4+].[NH4+] ammonium octadecanedicarboxylate